Palladium ethyl-porphyrin C(C)C1=C2NC(=C1)C=C1C=CC(=N1)C=C1C=CC(N1)=CC=1C=CC(N1)=C2.[Pd]